(5R)-5-(Azidomethyl)-3-(4-bromo-3,5-difluoro-phenyl)-4,5-dihydroisoxazole N(=[N+]=[N-])C[C@H]1CC(=NO1)C1=CC(=C(C(=C1)F)Br)F